C(CC(O)(C(=O)OC(CC)(CCC)C)CC(=O)OC(CC)(CCC)C)(=O)OC(CC)(CCC)C tri(3-methyl-3-hexyl) citrate